Ethyl (4,7-dimethoxy-6-azaindol-3-yl)-oxoacetate COC1=C2C(=CNC2=C(N=C1)OC)C(C(=O)OCC)=O